C1(CC1)S(=O)(=O)NC1=NC=CC(=N1)[C@@](C(=O)NC1=NC=C(C=C1)C1=NC(=CN=C1)OCC)(CC)F (R)-2-(2-(cyclopropanesulfonylamino)pyrimidin-4-yl)-N-(5-(6-ethoxypyrazin-2-yl)pyridin-2-yl)-2-fluorobutyramide